5-((1S,5R)-1-(5-(morpholinomethyl)-1,3,4-oxadiazol-2-yl)-5-(trifluoromethyl)-3-azabicyclo[3.1.0]hex-3-yl)quinoline-8-carbonitrile O1CCN(CC1)CC1=NN=C(O1)[C@@]12CN(C[C@]2(C1)C(F)(F)F)C1=C2C=CC=NC2=C(C=C1)C#N